NC1=C2C(=NC=N1)N(N=C2Br)C2CCC(CC2)N2CCN(CC2)C(=O)OCCCC butyl 4-((1r,4r)-4-(4-amino-3-bromo-1H-pyrazolo[3,4-d]pyrimidin-1-yl)cyclohexyl)piperazine-1-carboxylate